1,2-di(2-aminoethoxy)ethane NCCOCCOCCN